Tert-butyl (S)-((2-(2-hydroxypropan-2-yl)thiazol-5-yl)sulfinyl)carbamate OC(C)(C)C=1SC(=CN1)[S@](=O)NC(OC(C)(C)C)=O